tert-butyl 2-methyl-6-(1H-pyrazol-4-yl)morpholine-4-carboxylate CC1CN(CC(O1)C=1C=NNC1)C(=O)OC(C)(C)C